3-fluoro-2-((trimethylsilyl)methoxyl)benzaldehyde FC=1C(=C(C=O)C=CC1)OC[Si](C)(C)C